C(C=C)(=O)N1C2C(OCC1CCC2)C2=CC(=NC(=C2)Cl)C2=CC(=NC=N2)C(=O)NC exo-6-(4-(9-acryloyl-3-oxa-9-azabicyclo[3.3.1]nonan-2-yl)-6-chloropyridin-2-yl)-N-methylpyrimidine-4-carboxamide